C(C)(C)(C)C1=NN(C=C1)CCCCC1=CC=C2C(=N1)N(C(=N2)OC)C(=O)N (4-(3-(tert-Butyl)-1H-pyrazol-1-yl)butyl)-2-methoxy-3H-imidazo[4,5-b]pyridine-3-carboxamide